N-[[(2R,5S)-2-[4-(4-chlorophenoxy)phenyl]-3-oxo-1,4-thiazepan-5-yl]methyl]pyrimidine-2-carboxamide ClC1=CC=C(OC2=CC=C(C=C2)[C@H]2SCC[C@H](NC2=O)CNC(=O)C2=NC=CC=N2)C=C1